CC=1C(=NC=CC1OCC(F)(F)F)CS(=O)C1=NC2=C(N1)C=CC=C2 2-[[[3-methyl-4-(2,2,2-trifluoroethoxy)-2-pyridinyl]methyl]sulfinyl]-1H-benzimidazole